4-(3,5-difluorophenyl)-4-oxobutanoic acid FC=1C=C(C=C(C1)F)C(CCC(=O)O)=O